(4-Fluoro-3-{5-[3-(4-methyl-piperazin-1-ylmethyl)-phenyl]-1H-pyrrolo[2,3-b]pyridin-3-yl}-benzyl)-(1H-imidazol-2-ylmethyl)-amine FC1=C(C=C(CNCC=2NC=CN2)C=C1)C1=CNC2=NC=C(C=C21)C2=CC(=CC=C2)CN2CCN(CC2)C